1-(6-chloropyridin-3-yl)cyclopentane-1-carboxylic acid ClC1=CC=C(C=N1)C1(CCCC1)C(=O)O